[Si](C)(C)(C(C)(C)C)OCC1(N[C@@H](CC2C3=CC=CC=C3N=C12)C(=O)O)CO[Si](C)(C)C(C)(C)C (3S)-1,1-bis(tert-butyldimethylsilyloxy)methyl-tetrahydro-beta-carboline-3-carboxylic acid